C(N)(=O)[C@H]1C[C@H](CC1)C(=O)O cis-3-carbamoylcyclopentane-1-carboxylic acid